3-{[2-(4-Chlorophenyl)imidazo[1,2-a]pyridin-3-yl]methyl}-3,6-diazabicyclo[3.1.1]heptan-Dihydrochlorid Cl.Cl.ClC1=CC=C(C=C1)C=1N=C2N(C=CC=C2)C1CN1CC2NC(C1)C2